C(C1=CC=CC=C1)ON1C(C[C@@H]1C1(C(C=C(C(=C1)F)F)F)C)=O (R)-N-benzyloxy-4-[1-methyl-(2,4,5-trifluoro-phenyl)]-2-azetidinone